(4-{4-[2-fluoro-3-(2-hydroxypropan-2-yl)phenyl]furo[3,2-d]pyrimidin-6-yl}phenyl)(imino)methyl-λ6-sulfanone FC1=C(C=CC=C1C(C)(C)O)C=1C2=C(N=CN1)C=C(O2)C2=CC=C(C=C2)[SH2](=O)C=N